5-(7-methyl-[1,2,4]triazolo[1,5-a]pyridin-6-yl)-2-(1,4-dioxaspiro[4.5]dec-8-yl)-4H-pyrrolo[3,2-d]thiazole-4-carboxylic acid tert-butyl ester C(C)(C)(C)OC(=O)N1C(=CC=2N=C(SC21)C2CCC1(OCCO1)CC2)C=2C(=CC=1N(C2)N=CN1)C